azol-3-carboxylic acid N1C=C(C=C1)C(=O)O